(R)-2-diazo-4-((2R,3R)-3-((R)-1-(methoxycarbonylamino)ethyl)-4-oxoazetidin-2-yl)-3-oxopentanoic acid 4-nitrobenzyl ester [N+](=O)([O-])C1=CC=C(COC(C(C([C@H](C)[C@H]2NC([C@@H]2[C@@H](C)NC(=O)OC)=O)=O)=[N+]=[N-])=O)C=C1